S(=O)(=O)([O-])[O-].[Cu+2].[Co+2].[Ni+2].S(=O)(=O)([O-])[O-].S(=O)(=O)([O-])[O-] nickel-cobalt-copper sulfate